C(CCCCCCCCCCC)(=O)[O-].C(CCCCCCCCCCC)(=O)[O-].[Sn+2] Tin Dilaurate